COC=1C=C2C(=NC(=NC2=CC1OCCCN1CCCC1)N1CCOCC1)NCN1CCNCC1 6-methoxy-2-morpholino-N-(piperazin-1-ylmethyl)-7-(3-(pyrrolidin-1-yl)propoxy)quinazolin-4-amine